1-(2-Chlorophenyl)-4-((1-methyl-1H-pyrazol-3-yl)amino)-7-(trifluoromethyl)pyrido[2,3-d]pyrimidin-2(1H)-one ClC1=C(C=CC=C1)N1C(N=C(C2=C1N=C(C=C2)C(F)(F)F)NC2=NN(C=C2)C)=O